dodecyl 2-((tert-butoxy-carbonyl) amino)-3-methylpentanoate C(C)(C)(C)OC(=O)NC(C(=O)OCCCCCCCCCCCC)C(CC)C